2,2,3,3,4,4,5,5-octaiodo-1-pentanol IC(CO)(C(C(C(I)I)(I)I)(I)I)I